C1(CC1)C1=C(C(=NO1)C1=C(C=NC=C1Cl)Cl)COC12CCC(CC1)(CC2)COC2=NN(C=C2F)CC2CC2 3-((4-((5-Cyclopropyl-3-(3,5-dichloropyridin-4-yl)isoxazol-4-yl)methoxy)bicyclo[2.2.2]octan-1-yl)methoxy)-1-(cyclopropylmethyl)-4-fluoro-1H-pyrazol